(6R)-6-benzyloxy-15-(difluoromethyl)-12,12-dimethyl-6-(trifluoromethyl)-19-oxa-3,4,13,18-tetrazatricyclo[12.3.1.12,5]nonadeca-1(18),2,4,14,16-pentaen-17-amine C(C1=CC=CC=C1)O[C@]1(C2=NN=C(C=3C(=CC(=C(NC(CCCCC1)(C)C)N3)C(F)F)N)O2)C(F)(F)F